N-tertiary butyl-amide C(C)(C)(C)[NH-]